Dimethyl 2-((E)-3-(((1S,2R)-2-fluorocyclopropyl)amino)allylidene)malonate F[C@H]1[C@H](C1)N/C=C/C=C(C(=O)OC)C(=O)OC